(2S,4R)-1-(3-acetamidopropanoyl)-4-fluoro-N-[(S)-phenyl[4-(propan-2-yl)phenyl]methyl]pyrrolidine-2-carboxamide C(C)(=O)NCCC(=O)N1[C@@H](C[C@H](C1)F)C(=O)N[C@H](C1=CC=C(C=C1)C(C)C)C1=CC=CC=C1